tert-butyl-1-(3,5-bis(2-(methylsulfonyl)pyrimidin-4-yl)phenyl)-1-oxo-5,8,11-trioxa-2-azatridecan C(C)(C)(C)N(C(=O)C1=CC(=CC(=C1)C1=NC(=NC=C1)S(=O)(=O)C)C1=NC(=NC=C1)S(=O)(=O)C)CCOCCOCCOCC